O1C(=CC=C1)C(=O)O Furan-2-carboxylic acid